2-(2-oxa-5-azabicyclo[4.1.0]heptan-5-yl)-5-chloropyridin-4-amine C12OCCN(C2C1)C1=NC=C(C(=C1)N)Cl